(1R,3S)-3-(3-{[(5-methyl-1,3-oxazol-2-yl)acetyl]amino}-1H-pyrazol-5-yl)cyclopentyl (1-methylcyclopropyl)carbamate CC1(CC1)NC(O[C@H]1C[C@H](CC1)C1=CC(=NN1)NC(CC=1OC(=CN1)C)=O)=O